[C@H]12CC(C[C@H](CC1)O2)C(=O)N (1R,3S,5S)-8-oxabicyclo[3.2.1]octane-3-carboxamide